9,10-dihydro-9,9-diphenyl-acridine C1(=CC=CC=C1)C1(C2=CC=CC=C2NC=2C=CC=CC12)C1=CC=CC=C1